2-indol-1-ylacetic acid ethyl ester C(C)OC(CN1C=CC2=CC=CC=C12)=O